[14C@@H]1(C[C@H](O)[C@@H](CO)O1)N1C(=O)NC(=O)C(C)=C1 [14C]thymidine